C12(CC3CC(CC(C1)C3)C2)CCN2CCN(CC2)CCNC=2C=CC=C3C(N(C(=NC23)C)C2C(NC(CC2)=O)=O)=O 3-(8-((2-(4-(2-((3r,5r,7r)-adamantan-1-yl)ethyl)piperazin-1-yl)ethyl)amino)-2-methyl-4-oxoquinazolin-3(4H)-yl)piperidine-2,6-dione